C(C1=CC=CC=C1)OC([C@@H](N)CCCC(N)C=O)=O 6-formyl-L-lysine benzyl ester